2,3,5,6-tetrakis(9H-carbazol-9-yl)-4-cyanopyridine C1=CC=CC=2C3=CC=CC=C3N(C12)C1=NC(=C(C(=C1N1C2=CC=CC=C2C=2C=CC=CC12)C#N)N1C2=CC=CC=C2C=2C=CC=CC12)N1C2=CC=CC=C2C=2C=CC=CC12